vinyl-1,2-dithiolene C(=C)C=1SSCC1